(S)-N-((4-cyano-5-fluorothiophen-2-yl)methyl)-2-methylpropan-2-sulfinamide C(#N)C=1C=C(SC1F)CN[S@@](=O)C(C)(C)C